C(C)(C)(C)N(C(O)=O)C1C(C(C1(C)C)OC1=CC(=C(C=C1)C#N)C(F)(F)F)(C)C.BrCC1=C(C(=CC(=C1)C(F)(F)F)[N+](=O)[O-])Cl 1-(bromomethyl)-2-chloro-3-nitro-5-(trifluoromethyl)benzene t-butyl-((1r,3r)-3-(4-cyano-3-(trifluoromethyl)phenoxy)-2,2,4,4-tetramethylcyclobutyl)carbamate